N-(cyclohexylmethyl)-N-(2-azaspiro[3.3]heptane-6-yl)sulfamide trifluoroacetate FC(C(=O)O)(F)F.C1(CCCCC1)CN(S(=O)(=O)N)C1CC2(CNC2)C1